C1=C(C=C(C(=C1Cl)O)Cl)C2=CC(=C(C(=C2)Cl)O)Cl The molecule is a member of the class of hydroxybiphenyls formed formally by chlorination of biphenyl-4,4'-diol at C-3, -3', -5 and -5'. It is a dichlorobenzene and a member of hydroxybiphenyls. It derives from a biphenyl-4,4'-diol and a 3,3',5,5'-tetrachlorobiphenyl.